N-(3-(4-((1-(2-hydroxy-3-methoxypropyl)piperidin-4-yl)amino)-1-(2,2,2-trifluoroethyl)-1H-indol-2-yl)prop-2-yn-1-yl)-N-(2-hydroxy-4-(methylsulfonyl)phenyl)acetamide OC(CN1CCC(CC1)NC1=C2C=C(N(C2=CC=C1)CC(F)(F)F)C#CCN(C(C)=O)C1=C(C=C(C=C1)S(=O)(=O)C)O)COC